1-((4-bromo-3-methylphenyl)sulfonyl)-3-(trifluoromethyl)azetidin-3-ol BrC1=C(C=C(C=C1)S(=O)(=O)N1CC(C1)(O)C(F)(F)F)C